(1r,3r)-3-hydroxycyclobutane-1-carboxylate OC1CC(C1)C(=O)[O-]